(3-chlorophenyl)-3-(6-nitro-1H-benzo[d]imidazol-2-yl)urea ClC=1C=C(C=CC1)NC(=O)NC1=NC2=C(N1)C=C(C=C2)[N+](=O)[O-]